ClC1=NN=C2N1C1=CC=CC(=C1C(=N2)N(C)C2=CC(=CC(=C2)C#CC2(CC2)C(F)(F)F)F)F chloro-6-fluoro-N-(3-fluoro-5-((1-(trifluoromethyl)cyclopropyl)ethynyl)phenyl)-N-methyl-[1,2,4]triazolo[4,3-a]quinazolin-5-amine